O1C(C(C(C1=O)=O)=O)=O furan-2,3,4,5-tetraone